C(CCCCC(=O)O)(=O)O.C(CCCCC)C(CO)CCCCCCCC 2-hexyldecanol adipate